CS(=O)(=O)[O-].C[NH+]1C(CCC1)CCC 1-Methyl-2-propylpyrrolidinium methansulfonat